ClC1=C(C=C2C(C=NNC2=C1)=O)C(F)(F)F 7-Chloro-6-(trifluoromethyl)cinnolin-4(1H)-one